P(=O)(OC[C@@H]1O[C@H](CC1)N1C(NC(C(=C1)C)=O)=O)(OCCCCO)O.[NH4+] ammonium ((2R,3S,5R)-5-(5-methyl-2,4-dioxopyrimidin-1(2H)-yl)-tetrahydrofuran-2-yl)-methyl 4-hydroxybutyl hydrogen phosphate